(Z)-tert-butyl (2-(((2-cyclopropyl-3-oxo-2,3-dihydro-1H-pyrrolo[3,4-c]pyridin-6-yl)oxy)methyl)-3-fluoroallyl)carbamate C1(CC1)N1C(C=2C=NC(=CC2C1)OC\C(\CNC(OC(C)(C)C)=O)=C/F)=O